NC1=C(C(=CC=C1)F)N(C(OC(C)(C)C)=O)C Tert-butyl (2-amino-6-fluorophenyl)(methyl)carbamate